(E)-4-((2-(4-((((4-(2-Oxopyrrolidin-1-yl)benzylidene)amino)oxy)methyl)phenyl)-7-phenylimidazo[1,2-a]pyridin-3-yl)amino)benzoic acid O=C1N(CCC1)C1=CC=C(\C=N\OCC2=CC=C(C=C2)C=2N=C3N(C=CC(=C3)C3=CC=CC=C3)C2NC2=CC=C(C(=O)O)C=C2)C=C1